CC1N(CCN(C1)C1CCCCC1)CC methyl-N-ethyl-N'-cyclohexyl-piperazine